2-methanesulfonyl-6-(prop-1-en-2-yl)-7-(3,4,5-trifluorophenyl)-3H-imidazo[2,1-f][1,2,4]triazin-4-one CS(=O)(=O)C1=NN2C(C(N1)=O)=NC(=C2C2=CC(=C(C(=C2)F)F)F)C(=C)C